C(#N)C1=CN(C=C1)C1=CC=C(CN2N=CC(=C2)C(=O)OCC)C=C1 ethyl 1-(4-(3-cyano-1H-pyrrol-1-yl) benzyl)-1H-pyrazole-4-carboxylate